7,8,9,10,10a,11-hexahydro-5H-pyrazino[2,1-c]pyrimido[5,4-f][1,4]oxazepin-5-one N1=CN=CC=2C(N3C(COC21)CNCC3)=O